tert-butyl 4-(3-methoxycarbonylcyclobutoxy)piperidine-1-carboxylate COC(=O)C1CC(C1)OC1CCN(CC1)C(=O)OC(C)(C)C